COC1=C(C=NC(=C1)C(F)(F)F)NC(=O)N[C@@H](C)C=1N(N=CN1)C1=NC=CC=N1 1-[4-methoxy-6-(trifluoromethyl)-3-pyridyl]-3-[(1S)-1-(2-pyrimidin-2-yl-1,2,4-triazol-3-yl)ethyl]urea